methyl-N-[(3-methyl-1,2,4-oxadiazol-5-yl)methyl]-4-[(1-methylcyclopropyl)amino]furo[2,3-d]pyrimidine-5-carboxamide CC=1N=C(C2=C(N1)OC=C2C(=O)NCC2=NC(=NO2)C)NC2(CC2)C